2-(2-chloropyrimidin-5-yl)ethan-1-ol ClC1=NC=C(C=N1)CCO